7-Hydroxy-4-methoxy-2H-1-benzopyran-2-one OC1=CC2=C(C(=CC(O2)=O)OC)C=C1